C(C)OC(=O)C1CCN(CC1)C1=NC(=C(N=C1)I)CCC(C)(F)F (6-(3,3-difluorobutyl)-5-iodopyrazin-2-yl)piperidine-4-carboxylic acid ethyl ester